FC1=C(C=CC=C1C(F)(F)F)CC(=O)NC=1C=NC(=C(C1)F)N1C=NC(=C1)N1CCN(CC1)C 2-(2-fluoro-3-(trifluoromethyl)phenyl)-N-(5-fluoro-6-(4-(4-methylpiperazin-1-yl)-1H-imidazol-1-yl)pyridin-3-yl)acetamide